7-methyl-1,7-dihydro-6H-purin-6-one hydrochloride Cl.CN1C=NC=2N=CNC(C12)=O